C1(=CC=CC=C1)C=1N=NC(=CC1O)Cl 3-phenyl-4-hydroxy-6-chloropyridazine